ClC1=CC=C(C=C1)C1=CC=2C3=C(C=NC2C=C1)N(C(N3C3=C(C#N)C=CC=C3)=N)C 2-(8-(4-Chlorophenyl)-2-imino-3-methyl-2,3-dihydro-1H-imidazo[4,5-c]quinolin-1-yl)benzonitrile